3H,5H-oxazolo[3,4-c]oxazole-7a(7H)-methanol C1C2(N(CO1)COC2)CO